ClC=1C=C2C=NC(=NC2=CC1N1CCN(CC1)C1(COCC1)C)NC=1C=NN(C1Cl)C1CC1 6-chloro-N-(5-chloro-1-cyclopropyl-1H-pyrazol-4-yl)-7-(4-(3-methyltetrahydrofuran-3-yl)piperazin-1-yl)quinazolin-2-amine